methyl (2S)-2-((2S)-2-(((2-(3-chlorophenyl)-1-(4-fluorophenyl)-2-methylpropoxy)carbonyl)amino)-3-cyclohexylpropanamido)-3-((S)-2-oxopyrrolidin-3-yl)propanoate ClC=1C=C(C=CC1)C(C(OC(=O)N[C@H](C(=O)N[C@H](C(=O)OC)C[C@H]1C(NCC1)=O)CC1CCCCC1)C1=CC=C(C=C1)F)(C)C